[Si](C1=CC=CC=C1)(C1=CC=CC=C1)(C(C)(C)C)OC[C@H]1N(CC(C=CC1)=O)C(=O)OC(C)(C)C tert-Butyl (S)-2-(((tert-butyldiphenylsilyl)oxy)methyl)-6-oxo-2,3,6,7-tetrahydro-1H-azepine-1-carboxylate